[N+](=[N-])=CC(CC[C@@H](C(=O)OC(C)C)NC(=O)C1(CCCCC1)OC)=O isopropyl (S)-6-diazo-2-(1-methoxycyclohexane-1-carboxamido)-5-oxohexanoate